3-hydroxy-4-hydroxy-benzenesulfonic acid OC=1C=C(C=CC1O)S(=O)(=O)O